5-[1-(3-cyano-3-methylbutyl)-1H-pyrazol-4-yl]-6-(2-methylimidazo[1,2-a]pyridin-7-yl)pyridine-2-carbonitrile C(#N)C(CCN1N=CC(=C1)C=1C=CC(=NC1C1=CC=2N(C=C1)C=C(N2)C)C#N)(C)C